2,3,4-tri-O-acetyl-beta-D-xylopyranosyl azide CC(=O)O[C@@H]1CO[C@H]([C@@H]([C@H]1OC(=O)C)OC(=O)C)N=[N+]=[N-]